COCCOC1=CC=C(C=N1)C(=O)O 6-(2-methoxyethoxy)pyridine-3-carboxylic acid